tris(dimethylamino)methoxysilane thiodiethylenebis(3,5-di-t-butyl-4-hydroxy-hydrocinnamate) S(CCC(C(=O)O)CC1=CC(=C(C(=C1)C(C)(C)C)O)C(C)(C)C)CCC(C(=O)O)CC1=CC(=C(C(=C1)C(C)(C)C)O)C(C)(C)C.CN(C)C(O[SiH3])(N(C)C)N(C)C